C(C)C1=NC2=CC=C(C(=C2NC1=O)F)CN1CCN(CC1)C=1C=CC(=NC1C)C(=O)NC 5-[4-[(2-ethyl-5-fluoro-3-oxo-4H-quinoxalin-6-yl)methyl]Piperazin-1-yl]-N,6-dimethyl-pyridine-2-carboxamide